N[C@@H](CCC(=O)O)C(=O)O.NCCNCCNCCN triethylenetetramine glutamate